O=C(C(=O)[O-])CCCCCCCCCC l-2-oxododecanoate